C(C)(C)(C)OC(=O)N1C(N(C(C(=C1)C)=O)CC1=NC(=NO1)C[C@H](O)C1=CC=C(C=C1)Cl)=O 3-({3-[(2S)-2-(4-chlorophenyl)-2-hydroxyethyl]-1,2,4-oxadiazol-5-yl}methyl)-5-methyl-2,4-dioxopyrimidine-1-carboxylic acid tert-butyl ester